N-(3-Chloro-4-fluorophenyl)-6-morpholine-4-yl-N1-p-tolyl[1,3,5]triazine-2,4-diamine hydrochloride Cl.ClC=1C=C(C=CC1F)NC1N(C(=NC(=N1)N)N1CCOCC1)C1=CC=C(C=C1)C